6-chloro-3-isopropyl-N-(2-methoxybenzyl)imidazo[1,2-a]pyrazin-8-amine ClC=1N=C(C=2N(C1)C(=CN2)C(C)C)NCC2=C(C=CC=C2)OC